O=C1C=2C(=CNC2C(CC1)=O)C1=C(C=CC=C1)NC(C1=CC=C(C=C1)OCCN1CCCCC1)=O N-(2-(4,7-dioxo-4,5,6,7-tetrahydro-1H-indol-3-yl)phenyl)-4-(2-(piperidin-1-yl)ethoxy)benzamide